FC1=CC(=C(C=C1)Br)Br p-fluoro-o-dibromobenzene